(2R,4R)-N-((S)-1-((3-chloro-5-hydroxybenzyl)amino)-1-oxopropan-2-yl)-4-phenylpyrrolidine-2-carboxamide hydrochloride Cl.ClC=1C=C(CNC([C@H](C)NC(=O)[C@@H]2NC[C@H](C2)C2=CC=CC=C2)=O)C=C(C1)O